C1(=CC=CC=C1)P(O)(O)(O)C1=CC=CC=C1.C1(=CC=CC=C1)P(O)(O)(O)C1=CC=CC=C1.OC1=CC=C(C=C1)C(C)(C)C1=CC=C(C=C1)O bisphenol a bis-(diphenyl phosphite)